C(CCCCCCCCCCCCCCCCC)(=O)OCC(OC(CCCCCCCCCCCCCCCCC)=O)CO 1,2-distearoylglycerol